C1(=CC=CC=C1)[C@@H]1[C@@H](OC1)C(=O)O (2R,3S)-3-Phenyloxetane-2-carboxylic acid